Cl.N1(CCCC1)CCOC1=CC=C(C(=O)O)C=C1 4-(2-(pyrrolidin-1-yl)ethoxy)benzoic acid hydrochloride